magnesium methylanthracenedisulfonate COS(=O)(=O)C=1C(=CC=C2C=C3C=CC=CC3=CC12)S(=O)(=O)[O-].[Mg+2].COS(=O)(=O)C=1C(=CC=C2C=C3C=CC=CC3=CC12)S(=O)(=O)[O-]